6-(2-amino-5-(4-(((2S,6S)-2,6-dimethylpiperidin-4-yl)oxy)phenyl)-6-fluoropyridin-3-yl)-3,4-dihydroisoquinolin-1(2H)-one NC1=NC(=C(C=C1C=1C=C2CCNC(C2=CC1)=O)C1=CC=C(C=C1)OC1C[C@@H](N[C@H](C1)C)C)F